C(C)(C)(C)OC(N(CC=1SC=CC1)C1=C2C(=NS1)C(=CS2)N2C=NC=C2)=O.C(C)C2N1CC(C(C2C)CC1)=O ethyl-3-methyl-5-quinuclidinone tert-butyl-(6-(1H-imidazol-1-yl)thieno[3,2-c]isothiazol-3-yl)(thiophen-2-ylmethyl)carbamate